2-(PIPERAZIN-1-YL)THIAZOLE-4-BORONIC ACID-HCL Cl.N1(CCNCC1)C=1SC=C(N1)B(O)O